2-((((9H-Fluoren-9-yl)methoxy)carbonyl)amino)acetamide C1=CC=CC=2C3=CC=CC=C3C(C12)COC(=O)NCC(=O)N